OCC(C)OC(C=C)=O 2-hydroxy-1-methylethyl-acrylate